ClC=1C(=NC=CC1C(F)(F)F)C(=O)NC1=CC(=C(C=C1)C)C1=CC2=C(N=C(N=C2)NC)N2C1=NCC2 3-chloro-N-(4-methyl-3-(2-(methylamino)-8,9-dihydroimidazo[1',2':1,6]pyrido[2,3-d]pyrimidin-6-yl)phenyl)-4-(trifluoromethyl)pyridineamide